C(C)OC(=O)C=1NC2=CC=C(C=C2C1)NC(\C=C\C1=CC=C(C=C1)OC)=O (E)-5-(3-(4-methoxyphenyl)acrylamido)-1H-indole-2-carboxylic acid ethyl ester